C(C)C1N(CCCC1)[Si](OC)(OC)C(C)(C)C (2-ethylpiperidyl)tert-butyldimethoxysilane